COC(=O)[C@H]1CN(CC1)C1=CC=C(C=C1)C=1C(=NC(=CC1)OCC1=CC=CC=C1)OCC1=CC=CC=C1.OC(CC)C1=CC(=C(C=N1)C=1C=2N(C3=CC(=NC=C3C1)NC(C)=O)N=CN2)C N-(4-(6-(1-hydroxypropyl)-4-methylpyridin-3-yl)-[1,2,4]triazolo[1,5-a][1,6]naphthyridin-8-yl)acetamide methyl-(R)-1-(4-(2,6-bis(benzyloxy)pyridin-3-yl)phenyl)pyrrolidine-3-carboxylate